(S)-(-)-2,2'-bis(diphenyl-phosphino)-1,1'-binaphthyl C1(=CC=CC=C1)P(C1=C(C2=CC=CC=C2C=C1)C1=C(C=CC2=CC=CC=C12)P(C1=CC=CC=C1)C1=CC=CC=C1)C1=CC=CC=C1